[4-(1,1-difluoroethyl)-3-methylphenyl]acetamide FC(C)(F)C1=C(C=C(C=C1)CC(=O)N)C